OC1(CC=C(C(=O)C2=CC=CC=C2)C=C1)OC 4-Hydroxy-4-methoxybenzophenone